2-(4-amino-3-bromophenyl)acetic acid methyl ester COC(CC1=CC(=C(C=C1)N)Br)=O